The molecule is a hexadienal that is hexa-2,5-dienal substituted by a an isopropyl group at position 5 and a methy group at position 2 (the 2Z-stereoisomer). CC(C)C(=C)C/C=C(/C)\\C=O